NC1=NC=CC=C1C1=NC=2C(=NC(=CC2)C2=NN(N=C2[2H])C)N1C1=CC=C(CN2CCC(CC2)NC2=NC(=NC=C2)C#N)C=C1 4-((1-(4-(2-(2-Aminopyridin-3-yl)-5-(2-methyl-2H-1,2,3-triazol-4-yl-5-d)-3H-imidazo[4,5-b]pyridin-3-yl)benzyl)piperidin-4-yl)amino)pyrimidine-2-carbonitrile